CC1(COC1)CO 3-Methyl-3-oxetan-methanol